bis(aminomethyl)cyclohexylamine NCN(C1CCCCC1)CN